N-(3-(methoxymethyl)-1-(3-(trifluoromethyl)benzyl)-1H-indol-5-yl)acryl-amide COCC1=CN(C2=CC=C(C=C12)NC(C=C)=O)CC1=CC(=CC=C1)C(F)(F)F